C(C)NC(=O)C1=CC2=C(N(C(=N2)NC=2SC3=C(N2)C=CC(=C3)OC(F)(F)F)CC)C=C1 1-Ethyl-2-(6-trifluoromethoxy-benzothiazol-2-ylamino)-1H-benzoimidazole-5-carboxylic acid ethylamide